benzyl (4-(3-(1H-imidazole-1-carboxamido)propyl)-1,7-bis(1H-imidazole-1-carboxamido)heptan-4-yl)carbamate N1(C=NC=C1)C(=O)NCCCC(CCCNC(=O)N1C=NC=C1)(CCCNC(=O)N1C=NC=C1)NC(OCC1=CC=CC=C1)=O